C(C)(C)NC1CC(CCC1)N N-isopropylcyclohexane-1,3-diamine